(3R)-N-cyclobutyl-3-({1-cyclopentyl-5-[2-(trifluoromethyl)phenyl]-1H-pyrazol-3-yl}formamido)-4-(3,3-difluoropyrrolidin-1-yl)butanamide C1(CCC1)NC(C[C@H](CN1CC(CC1)(F)F)NC(=O)C1=NN(C(=C1)C1=C(C=CC=C1)C(F)(F)F)C1CCCC1)=O